2-[4-[[(1R,2'S)-7-chloro-2'-methyl-spiro[isochromane-1,4'-piperidine]-1'-yl]methyl]triazol-1-yl]ethanol ClC1=CC=C2CCO[C@]3(C[C@@H](N(CC3)CC=3N=NN(C3)CCO)C)C2=C1